5-{2-[2-(5,7-Dichlorochinolin-8-sulfonamido)phenyl]ethynyl}pyridin ClC1=C2C=CC=NC2=C(C(=C1)Cl)S(=O)(=O)NC1=C(C=CC=C1)C#CC=1C=CC=NC1